N-(cyclobutylmethyl)acetamide C1(CCC1)CNC(C)=O